C(C)OC(CN(C=1C=2N(N=C(C1)N1CCN(CC1)C(=O)OCC1=CC=CC=C1)C(=CN2)C(F)(F)F)CC2=CC=C(C=C2)OC)=O benzyl 4-(8-((2-ethoxy-2-oxoethyl)(4-methoxybenzyl)amino)-3-(trifluoromethyl) imidazo[1,2-b]pyridazin-6-yl)piperazine-1-carboxylate